C1=CC=C2N1C1=CC=CC=C1NC2=O pyrrolo[1,2-a]quinoxaline-4(5H)-one